((1R,5S)-8-(5-(2,3-dichlorophenyl)-4-cyano-6-methylpyrimidin-2-yl)-8-azabicyclo[3.2.1]oct-3-yl)carbamic acid tert-butyl ester C(C)(C)(C)OC(NC1C[C@H]2CC[C@@H](C1)N2C2=NC(=C(C(=N2)C#N)C2=C(C(=CC=C2)Cl)Cl)C)=O